O1COC2=C1C=CC(=C2)/C=C/C(=O)N(CCCSC)CC (E)-3-(1,3-Benzodioxol-5-yl)-N-ethyl-N-(3-methylsulfanylpropyl)prop-2-enamid